N-allyl-2-amino-5-(4-chlorophenyl)thiophene-3-carboxamide C(C=C)NC(=O)C1=C(SC(=C1)C1=CC=C(C=C1)Cl)N